CON(C(C(CC=C)NC(OC(C)(C)C)=O)=O)C tert-butyl (1-(methoxy(methyl)amino)-1-oxopent-4-en-2-yl)carbamate